CN1C(N(C(C=C1)=O)CC=1C=C2C(=NC=NN2C1)C1=C(C(=NC(=C1)C(F)(F)F)C)OC1CNCCC1)=O 1-methyl-3-((4-(2-methyl-3-(piperidin-3-yloxy)-6-(trifluoromethyl)pyridin-4-yl)pyrrolo[2,1-f][1,2,4]triazin-6-yl)methyl)pyrimidine-2,4(1H,3H)-dione